FC(=C(C(=O)O)C(C(C(C(C(C(C(C(F)(F)F)(F)F)(F)F)(F)F)(F)F)(F)F)(F)F)(F)F)F.CO[C@@H](COCC1=CC=CC=C1)C (R)-((2-methoxypropoxy)methyl)benzene perfluorooctyl-acrylate